N-(5-chloro-6-(2H-1,2,3-triazol-2-yl)pyridin-3-yl)-1-(1-(1-hydroxyethyl)isoquinolin-4-yl)-5-(trifluoromethyl)-1H-pyrazole-4-carboxamide ClC=1C=C(C=NC1N1N=CC=N1)NC(=O)C=1C=NN(C1C(F)(F)F)C1=CN=C(C2=CC=CC=C12)C(C)O